4-(trans-2-((cyclopropylmethyl)amino)-cyclopropyl)-N-(1-methyl-1H-pyrazol-4-yl)thiophene-2-carboxamide C1(CC1)CN[C@H]1[C@@H](C1)C=1C=C(SC1)C(=O)NC=1C=NN(C1)C